4-(2-(6-amino-8-bromo-9H-purine-9-yl)ethoxy)benzonitrile NC1=C2N=C(N(C2=NC=N1)CCOC1=CC=C(C#N)C=C1)Br